N-((1R,2R)-2-amino-1,2-diphenyl-ethyl)methanesulfonamide N[C@@H]([C@@H](C1=CC=CC=C1)NS(=O)(=O)C)C1=CC=CC=C1